ClC=1C=C(C=C2C=C(N=CC12)NC(=O)NC)C=1C=NC=CC1C 1-[8-chloro-6-(4-methyl-3-pyridinyl)-3-isoquinolinyl]-3-methyl-urea